FC1=CC(=CC2=C1N=C(O2)C)B2OC(C(O2)(C)C)(C)C 4-fluoro-2-methyl-6-(4,4,5,5-tetramethyl-1,3,2-dioxaborolane-2-yl)-1,3-benzoxazole